((((2r,7as)-2-fluorotetrahydro-1H-pyrrolizin-7a(5H)-yl)methoxy)pyrido[2,3-d]pyrimidin-7-yl)-6-fluoro-5-((triisopropylsilyl)ethynyl)naphthalen-2-ol F[C@@H]1C[C@@]2(CCCN2C1)COC=1N=CC2=C(N1)N=C(C=C2)C2=C(C=CC1=C(C(=CC=C21)F)C#C[Si](C(C)C)(C(C)C)C(C)C)O